O=C1NC(CCC1N1C(C2=CC=C(C=C2C1)NCCCC(=O)N1CCC(CC1)NC(OC(C)(C)C)=O)=O)=O tert-butyl (1-(4-((2-(2,6-dioxopiperidin-3-yl)-1-oxoisoindolin-5-yl)amino)butanoyl)piperidin-4-yl)carbamate